ClC=1C=C(C=CC1)NC(=N)NC(=N)NC1=CC(=CC=C1)Cl 1,5-bis(3-chlorophenyl)biguanide